2-((1H-pyrrolo[2,3-b]pyridin-5-yl)oxy)-4-(4-((6-(4-chloro-phenyl)spiro[3.5]non-6-en-7-yl)methyl)piperazin-1-yl)-N-((4-cyano-3-nitrophenyl)sulfonyl)benzamide N1C=CC=2C1=NC=C(C2)OC2=C(C(=O)NS(=O)(=O)C1=CC(=C(C=C1)C#N)[N+](=O)[O-])C=CC(=C2)N2CCN(CC2)CC2=C(CC1(CCC1)CC2)C2=CC=C(C=C2)Cl